(R)-1-(5-((4-(ethylsulfonyl)-2-methylpiperazin-1-yl)methyl)benzo[d]isoxazol-3-yl)dihydropyrimidine-2,4(1H,3H)-dione C(C)S(=O)(=O)N1C[C@H](N(CC1)CC=1C=CC2=C(C(=NO2)N2C(NC(CC2)=O)=O)C1)C